tert-Butyl (3-(hydroxymethyl)phenyl)(methyl)carbamate OCC=1C=C(C=CC1)N(C(OC(C)(C)C)=O)C